C(C)(=O)C=1C(=C(C=CC1)C1(CC1)C(=O)OCC)F ethyl 1-(3-acetyl-2-fluoro-phenyl)cyclopropanecarboxylate